5-((5-(2-(((1S,3S)-3-aminocycloheptyl)oxy)-6-methoxyphenyl)-1H-pyrazol-3-yl)amino)pyrazine-2-carbonitrile N[C@@H]1C[C@H](CCCC1)OC1=C(C(=CC=C1)OC)C1=CC(=NN1)NC=1N=CC(=NC1)C#N